C(C)(C1=C(C(=CC(=C1)C(C)(C)C)C(C)(C)C)O)C1=C(C(=CC(=C1)C(C)(C)C)C(C)(C)C)O 2,2'-ethylidene-bis[4,6-di-tert.-butylphenol]